C1(CCC1)C(CCC(C#CC1=CC=CC=C1)CC(F)(F)F)=O 1-cyclobutyl-6-phenyl-4-(2,2,2-trifluoroethyl)hex-5-yn-1-one